3,4'-oxo-bisaniline O(C1=CC=C(N)C=C1)C=1C=C(N)C=CC1